[I-].NC(=O)N urea, iodide salt